(3S,6S,9aS)-5-oxo-3-(((2-oxo-2,3-dihydro-1H-benzo[d]imidazol-5-yl)methyl)carbamoyl)octa-hydro-1H-pyrrolo[1,2-a]azepin O=C1CCCC[C@@H]2N1[C@@H](CC2)C(NCC2=CC1=C(NC(N1)=O)C=C2)=O